[O-2].[Ba+2].[Fe+2].[O-2] iron-barium oxide